ClC=1C(=NC=C(C1)Cl)[C@H](C(F)(F)F)NC(=O)C=1C=C2CN(C(C2=CC1)=O)[C@@H]1C(NC(CC1)=O)=O N-((R)-1-(3,5-Dichloropyridin-2-yl)-2,2,2-trifluoroethyl)-2-((S)-2,6-dioxopiperidin-3-yl)-1-oxoisoindoline-5-carboxamide